FC(C=1C=C(C(=O)N2CC(CCC2)C(=O)NCC2=CC=C(C=C2)C(F)(F)F)C=C(C1)C(F)(F)F)(F)F 1-(3,5-bis(trifluoromethyl)benzoyl)-N-(4-(trifluoromethyl)benzyl)piperidine-3-carboxamide